CN1N=CC(=C1)C=1C=C(C=CC1)NC(=O)C=1SC=CC1 N-(3-(1-methyl-1H-pyrazol-4-yl)phenyl)thiophene-2-carboxamide